trans-(3-(butylamino)-8-((4-methylpiperazin-1-yl)methyl)-6-oxopyrimido[4,5-c]isoquinolin-5(6H)-yl)cyclohexane-1-carbonitrile TrisTrifluoroacetic Acid Salt FC(C(=O)O)(F)F.FC(C(=O)O)(F)F.FC(C(=O)O)(F)F.C(CCC)NC=1N=CC2=C(N(C(C=3C=C(C=CC23)CN2CCN(CC2)C)=O)C2(CCCCC2)C#N)N1